thieno[3,2-b]pyrrole-5-carboxylic acid S1C=CC=2NC(=CC21)C(=O)O